O(C1=CC=CC=C1)C=1C=CC(=NC1)C(=O)O 5-phenoxypyridine-2-carboxylic acid